BrC1=NN(C(=C1)C1=NC2=C(C(O1)=O)C=C(C=C2C)Cl)C2=NC=CC=C2Cl 2-[3-Bromo-1-(3-chloropyridin-2-yl)-1H-pyrazol-5-yl]-6-chloro-8-methyl-4H-3,1-benzoxazin-4-on